C(C)(C)(C)OC(NC[C@H](C(C)(C)C)N)=O N-[(2S)-2-amino-3,3-dimethyl-butyl]carbamic acid tert-butyl ester